(R)-3-chloro-7-(1-methylpiperidin-3-yl)-4-(trifluoromethyl)-6,7-dihydro-5H-pyrrolo[2,3-c]pyridazine ClC1=C(C2=C(N=N1)N(CC2)[C@H]2CN(CCC2)C)C(F)(F)F